C(C)(C)(C)OC(N(CC=1C=C2C(NCC2=C(C1)C(F)(F)F)=O)C1(CCC1)C)=O tert-butyl-(1-methylcyclobutyl)-((3-oxo-7-(trifluoromethyl)isoindolin-5-yl)methyl)carbamate